((1S,2S)-2-aminocyclohexyl)-5-chloro-3-phenyl-N-(thiophen-2-ylmethyl)thieno[3,2-b]pyridin-7-amine N[C@@H]1[C@H](CCCC1)C1=C(C2=NC(=CC(=C2S1)NCC=1SC=CC1)Cl)C1=CC=CC=C1